1-(tert-Butyl) 4-methyl (2S,3R)-2-(((benzyloxy)carbonyl)amino)-3-methylsuccinate C(C1=CC=CC=C1)OC(=O)N[C@H](C(=O)OC(C)(C)C)[C@H](C(=O)OC)C